COC([C@H](C)NP(=O)(CCC)OC1=CC(=CC(=C1C1CCCC(=C1)C)OP(=O)(CCC)N[C@@H](C)C(=O)OC)CCCCC)=O methyl (((6-(((((S)-1-methoxy-1-oxopropan-2-yl)amino) (propyl)phosphoryl)oxy)-5'-methyl-4-pentyl-1',2',3',4'-tetrahydro-[1,1'-biphenyl]-2-yl)oxy)(propyl)phosphoryl)-L-alaninate